CN([SiH2]CC[SiH3])C 1-dimethylamino-1,4-disilabutane